di(octylthioethyl)dithiophosphoric acid C(CCCCCCC)SCCOP(S)(OCCSCCCCCCCC)=S